(S)-2-((((9H-fluoren-9-yl)methoxy)carbonyl)amino)-3-(3-iodo-4-(methoxymethoxy)phenyl)propionic acid C1=CC=CC=2C3=CC=CC=C3C(C12)COC(=O)N[C@H](C(=O)O)CC1=CC(=C(C=C1)OCOC)I